NC=1C2=C(N=CN1)C=NC(=N2)C=2C=C(C=CC2)C#C[C@]2(C(N(CC2)C)=O)O (R)-3-[2-[3-(4-Aminopyrimido[5,4-d]pyrimidin-6-yl)phenyl]ethynyl]-3-hydroxy-1-methyl-pyrrolidin-2-one